C(CCC)C1=C2C(=C(N1)C(=O)OC)CCCCC2=O methyl 3-butyl-4-oxo-2,4,5,6,7,8-hexahydrocyclohepta[c]pyrrole-1-carboxylate